C(#N)[C@H]1[C@@H](COCC1)N1N=C(C(=C1)C(=O)N)NC1=CC2=C(COB2O)C(=C1)F 1-[trans-4-cyanotetrahydro-2H-pyran-3-yl]-3-[(4-fluoro-1-hydroxy-3H-2,1-benzoxaborol-6-yl)amino]pyrazole-4-carboxamide